FC=1C=C(C=CC1F)N1C(CCC[C@H]1C1=NC2=C(N1C1CCC(CC1)O)C=CC(=C2)C=2C(=NOC2C)C)=O (S)-1-(3,4-difluorophenyl)-6-(5-(3,5-dimethylisoxazol-4-yl)-1-((1r,4S)-4-hydroxycyclohexyl)-1H-benzo[d]imidazol-2-yl)piperidin-2-one